(+)-2-(2-((5-(1-aminoisoquinolin-5-yl)-1'-propionyl-2,3-dihydrospiro[indene-1,4'-piperidin]-3-yl)oxy)phenyl)acetic acid NC1=NC=CC2=C(C=CC=C12)C=1C=C2C(CC3(CCN(CC3)C(CC)=O)C2=CC1)OC1=C(C=CC=C1)CC(=O)O